2-bromo-1-(4-((4-fluorophenyl)sulfonyl)piperazin-1-yl)ethan-1-one BrCC(=O)N1CCN(CC1)S(=O)(=O)C1=CC=C(C=C1)F